O=C(CCCCCCC)N[C@@H](C)C(=O)O N-(1-oxooctyl)alanine